8-(4-chloro-2-fluoro-phenyl)-6-[(2S)-2-(2-methoxy-4-pyridyl)morpholin-4-yl]-2,3-dimethyl-pyrimido[5,4-d]pyrimidin-4-one ClC1=CC(=C(C=C1)C1=NC(=NC2=C1N=C(N(C2=O)C)C)N2C[C@@H](OCC2)C2=CC(=NC=C2)OC)F